1,1'-diphenylbisphosphinoferrocene C1(=CC=CC=C1)[C-]1C(=C(C=C1)P)P.[C-]1(C=CC=C1)C1=CC=CC=C1.[Fe+2]